O1C(CCCCCC1)=O 2-oxocanone